5,7-dichloro-1,2,3,4-tetrahydroisoquinoline-6-carboxylic acid ethyl ester C(C)OC(=O)C=1C(=C2CCNCC2=CC1Cl)Cl